C(=CCCCCCCCCCC)O (4E)-dodecen-1-ol